(1S)-1-[5-[2,5-dimethyl-3-[[(3S)-3-methylpiperazin-1-yl]methyl]anilino]-1,3,4-oxadiazol-2-yl]ethanol dihydrochloride Cl.Cl.CC1=C(NC2=NN=C(O2)[C@H](C)O)C=C(C=C1CN1C[C@@H](NCC1)C)C